C(C)(C)(C)OC(NC1=CC(=NC(=C1)C)OC)=O (2-methoxy-6-methylpyridin-4-yl)carbamic acid tert-butyl ester